CN(CCC(=O)O)CC=C 3-[METHYL(PROP-2-EN-1-YL)AMINO]PROPANOIC ACID